3-(Diethylamino)-N-((1,2,3,5,6,7-hexahydro-s-indacen-4-yl)carbamoyl)propane-1-sulfonamide, potassium salt [K].C(C)N(CCCS(=O)(=O)NC(NC1=C2CCCC2=CC=2CCCC12)=O)CC